CC(CC=O)CC(CCCCCCCCCC)=O 3-methyl-oxopentadecan-5-one